N-benzyl-3,4,5-trihydroxybenzamide C(C1=CC=CC=C1)NC(C1=CC(=C(C(=C1)O)O)O)=O